2-((4-methoxybenzyl)oxy)-5-nitropyridin COC1=CC=C(COC2=NC=C(C=C2)[N+](=O)[O-])C=C1